2-ethoxy-2-phenylethanol C(C)OC(CO)C1=CC=CC=C1